3-bromo-N-(4-((4-methylphenyl)sulfonamido)phenyl)benzamide BrC=1C=C(C(=O)NC2=CC=C(C=C2)NS(=O)(=O)C2=CC=C(C=C2)C)C=CC1